5,7-Dimethylimidazo[1,2-c]pyrimidine-2-carboxylic acid ethyl ester C(C)OC(=O)C=1N=C2N(C(=NC(=C2)C)C)C1